tert-butyl 6-[(7S)-4-[5-(5-fluoro-2-methoxypyridin-4-yl)-1H-pyrazole-3-carbonyl]-4-azaspiro[2.5]octane-7-amido]-3-azabicyclo[3.1.0]hexane-3-carboxylate FC=1C(=CC(=NC1)OC)C1=CC(=NN1)C(=O)N1C2(CC2)C[C@H](CC1)C(=O)NC1C2CN(CC12)C(=O)OC(C)(C)C